(3,4-dimethylphenyl)methanesulfonyl chloride CC=1C=C(C=CC1C)CS(=O)(=O)Cl